1-O-[(17-carboxyheptadecyl)oxy] β-D-glucopyranosiduronic acid O([C@H]1[C@H](O)[C@@H](O)[C@H](O)[C@H](O1)C(=O)O)OCCCCCCCCCCCCCCCCCC(=O)O